C(CN(CCO)CCO)N(CCO)CCO 2'''-(ethane-1,2-diylbis(azanetriyl))tetraethanol